C1(CC1)NS(=O)(=O)CCN1C2=NC=NC(=C2N=C1SC1=CC2=C(CCO2)C=C1I)N 2-[6-Amino-8-(5-iodo-2,3-dihydro-benzofuran-6-ylsulfanyl)-purin-9-yl]-ethanesulfonic acid cyclopropylamide